4,4-bis(4-maleimidophenoxy)biphenyl C1(C=CC(N1C1=CC=C(OC2(CC=C(C=C2)C2=CC=CC=C2)OC2=CC=C(C=C2)N2C(C=CC2=O)=O)C=C1)=O)=O